C(C)(C)(C)NC(=O)C1=C(C2=C(S1)CCCC2)CN=N N-tert-butyl-3-(diazenylmethyl)-4,5,6,7-tetrahydrobenzo[b]thiophene-2-carboxamide